C1(=CC=CC=C1)N1C(CCC1)=O N-phenylpyrrolidinone